5-amino-2-(((1R,4R)-4-(difluoromethoxy)cyclohexyl)amino)pyrido[4,3-d]pyrimidine NC1=NC=CC=2N=C(N=CC21)NC2CCC(CC2)OC(F)F